C(C(C)C)NCC=1C=C(C=2N(C1)C=CN2)C(=O)NC=2C=NC=C(C2)C2(CC(C2)C)C2=NN=CN2C 6-((isobutylamino)methyl)-N-(5-((1s,3s)-3-methyl-1-(4-methyl-4H-1,2,4-triazol-3-yl)cyclobutyl)pyridin-3-yl)imidazo[1,2-a]pyridine-8-carboxamide